C(=C)C1C(=O)OCCCC1 α-vinyl-ε-caprolactone